6-fluoro-1H-indole-2-carboxylate FC1=CC=C2C=C(NC2=C1)C(=O)[O-]